3-(5-(1-((2,3-dihydro-1H-inden-5-yl)methyl)piperidin-4-yl)-6-fluoro-1-oxoisoindolin-2-yl)piperidine-2,6-dione C1CCC2=CC(=CC=C12)CN1CCC(CC1)C=1C=C2CN(C(C2=CC1F)=O)C1C(NC(CC1)=O)=O